3-methyl-1-(4-(((2-(trifluoromethyl)pyridin-3-yl)methyl)amino)pyrido[2,3-d]pyrimidin-2-yl)azetidin-3-ol CC1(CN(C1)C=1N=C(C2=C(N1)N=CC=C2)NCC=2C(=NC=CC2)C(F)(F)F)O